N-[4-(5-Cyclopropyl-1,4-dimethylpyrazol-3-yl)phenyl]-3-[(1,1-dioxo-1,4-thiazinan-4-yl)methyl]benzamide C1(CC1)C1=C(C(=NN1C)C1=CC=C(C=C1)NC(C1=CC(=CC=C1)CN1CCS(CC1)(=O)=O)=O)C